3-(4-fluoro-4-(pyridin-2-yl)piperidin-1-yl)propan-1-amine FC1(CCN(CC1)CCCN)C1=NC=CC=C1